ClC1=NC=C(C(=C1)C1=C(C=NC(=C1)C)C(=O)NC=1SC(=NN1)O[C@@H]1CO[C@H](C1)C)OC 2'-chloro-5'-methoxy-6-methyl-N-(5-(((3S,5S)-5-methyltetrahydrofuran-3-yl)oxy)-1,3,4-thiadiazol-2-yl)-(4,4'-bipyridine)-3-carboxamide